(5S)-3-fluoro-spiro[5,7-dihydro-cyclopenta[b]pyridin-6,4'-piperidin]-5-amine hydrochloride Cl.FC=1C=C2C(=NC1)CC1(CCNCC1)[C@@H]2N